COC1=C(C=C(C=C1)C)[C@]1([C@H](C1)C1=NC=CC=C1)C(=O)NS(=O)(=O)C=1C=2C=CC(=NC2C=CC1)C (1S,2S)-1-(2-methoxy-5-methylphenyl)-N-(2-methylquinoline-5-sulfonyl)-2-(pyridin-2-yl)cyclopropane-1-carboxamide